O.O.O.O.O.[Sn](Cl)(Cl)(Cl)Cl Tin(IV) chloride pentahydrate